CN1N=C(C(=C1C)O)C1=CC=C(C=C1)S(=O)(=O)C(C)C 1,5-Dimethyl-3-(4-(isopropylsulfonyl)phenyl)-pyrazol-4-ol